2-methyl-N-(1-(2-(3-methyl-1H-pyrazol-5-yl)quinolin-4-yl)cyclopropyl)-5-(4-methylpiperazin-1-yl)benzamide CC1=C(C(=O)NC2(CC2)C2=CC(=NC3=CC=CC=C23)C2=CC(=NN2)C)C=C(C=C1)N1CCN(CC1)C